C(C1=CC=CC=C1)N1CCN2C(=CC=C2)C12CCN(CC2)C(=O)C2=CC(=C(C=C2)OC(C)C)C (2-benzyl-spiro[3,4-dihydropyrrolo[1,2-a]pyrazin-1,4'-piperidin]-1'-yl)-(4-isopropoxy-3-methyl-phenyl)methanone